1H-PYRROLO[2,3-B]PYRIDINE-3-CARBOXYLATE N1C=C(C=2C1=NC=CC2)C(=O)[O-]